ClC=1C=CC(=NC1)C1OC2=C(OC1)C=CC=C2C=2CCN(CC2)CC2=NC1=C(N2C[C@H]2OCC2)C=C(C=C1)C(=O)O 2-((4-(3-(5-chloropyridin-2-yl)-2,3-dihydrobenzo[b][1,4]dioxin-5-yl)-3,6-dihydropyridin-1(2H)-yl)methyl)-1-(((S)-oxetan-2-yl)methyl)-1H-benzo[d]imidazole-6-carboxylic acid